2-(4-aminopiperidin-1-yl)-4-(4-cyano-3-fluorophenyl)-5-(3-hydroxy-4-methoxyphenyl)nicotinonitrile NC1CCN(CC1)C1=C(C#N)C(=C(C=N1)C1=CC(=C(C=C1)OC)O)C1=CC(=C(C=C1)C#N)F